nicotine oxalate salt C(C(=O)O)(=O)O.N1=CC=CC(=C1)C1N(C)CCC1